N-{5-{[(1S,2S)-2-hydroxycyclohexyl]carbamoyl}-2-methylphenyl}-5-(2-methylprop-1-en-1-yl)pyridine-3-carboxamide O[C@@H]1[C@H](CCCC1)NC(=O)C=1C=CC(=C(C1)NC(=O)C=1C=NC=C(C1)C=C(C)C)C